N1=CC=C(C=C1)C=1N=NC(=NN1)C1=CC=NC=C1 3,6-bis-4-pyridyl-1,2,4,5-tetrazine